O=C(CC1C2=CC=CC=C2C=2N1C(C1=CC=CC=C1C2C2=CC=CC=C2)=O)C=2SC=CC2 7-(2-oxo-2-(thiophen-2-yl)ethyl)-12-phenylisoindolo[2,1-b]isoquinolin-5(7H)-one